3,5-difluoro-4-iodo-2-nitroaniline FC=1C(=C(N)C=C(C1I)F)[N+](=O)[O-]